3-Amino-4-(7-fluoro-1H-indazol-4-yl)-8-methyl-7-[rac-(1R,2R)-2-methylcyclopropyl]-1H-1,5-naphthyridin-2-one NC=1C(NC2=C(C(=CN=C2C1C1=C2C=NNC2=C(C=C1)F)[C@H]1[C@@H](C1)C)C)=O |r|